C(C)(C)(C)C(=O)[C@]1(CCC2=CC=CC=C12)N(C(=O)[C@H]1N(C(CC1)=O)C1=NC=CC(=C1)C#N)C=1C=NC=C(C1)F (S)-N-((R)-1-(tert-butylformyl)-2,3-dihydro-1H-inden-1-yl)-1-(4-cyanopyridin-2-yl)-N-(5-fluoropyridin-3-yl)-5-oxopyrrolidine-2-carboxamide